7-(Cyclopropylmethoxy)-5-fluoro-2-(((trans-3-fluoropiperidin-4-yl)thio)methyl)quinazolin-4(3H)-one C1(CC1)COC1=CC(=C2C(NC(=NC2=C1)CS[C@H]1[C@@H](CNCC1)F)=O)F